lithium 2,3-difluorotoluene FC1=C(C)C=CC=C1F.[Li]